ClC=1C=C(C=CC1Cl)C=1C=NC=C(C(=O)O)C1 5-(3,4-dichlorophenyl)nicotinic acid